N-cyclopropyl-2-(difluoromethoxy)-4-[7-[2-[2-(4-isopropylpiperazin-1-yl)ethoxy]ethoxy]imidazo[1,2-a]pyridin-3-yl]-6-methoxy-benzamide C1(CC1)NC(C1=C(C=C(C=C1OC)C1=CN=C2N1C=CC(=C2)OCCOCCN2CCN(CC2)C(C)C)OC(F)F)=O